tri(cyclopentadienyl)ytterbium C1(C=CC=C1)[Yb](C1C=CC=C1)C1C=CC=C1